ethyl 1-{1-[4-chloro-4'-(4-ethylpiperazin-1-yl) [1,1'-biphenyl]-2-yl]piperidin-3-yl}-5-(trifluoromethyl)-1H-pyrazole-4-carboxylate ClC1=CC(=C(C=C1)C1=CC=C(C=C1)N1CCN(CC1)CC)N1CC(CCC1)N1N=CC(=C1C(F)(F)F)C(=O)OCC